FC=1C=C(C=C(C1)F)N1N=C(C(=C1)[C@@H]1O[C@@H](C(N1CCC=1C=C2CC(NC2=CC1)=O)=O)C)C=1C=NC(=CC1)F (2S,5R)-2-(1-(3,5-difluorophenyl)-3-(6-fluoropyridin-3-yl)-1H-pyrazol-4-yl)-5-methyl-3-(2-(2-oxoindolin-5-yl)ethyl)oxazolidin-4-one